N(=C=O)CCCC1C2C(CC(C1)C2)CCN=C=O 2-(3-isocyanatopropyl)-6-(2-isocyanatoethyl)-bicyclo[2.2.1]-heptane